6-(4-(Quinolin-4-ylamino)but-1-yn-1-yl)pyridinealdoxime N1=CC=C(C2=CC=CC=C12)NCCC#CC1=CC=CC(=N1)C=NO